COC(=O)C1=CC2=CN(N=C2C=C1OC)C1CCC(CC1)NC(CC)=O 6-methoxy-2-((1r,4r)-4-(N-methylacetylamino)cyclohexyl)-2H-indazole-5-carboxylic acid methyl ester